ClC1=C(C=CC=C1C1=C(C(=NC=C1)C1=CC(=CC(=C1)OC)CNC[C@H](C)O)Cl)C1=CC=C(C(=N1)OC)CNC[C@H](C)O (S)-1-(((6-(2-chloro-3-(3-chloro-2-(3-((((S)-2-hydroxypropyl)amino)methyl)-5-methoxyphenyl)pyridin-4-yl)phenyl)-2-methoxypyridin-3-yl)methyl)amino)propan-2-ol